N-hexadecyl-2-ethyl-3-hydroxypyridin-4-one C(CCCCCCCCCCCCCCC)N1C(=C(C(C=C1)=O)O)CC